OC=1C=CC2=CC=CC=C2C1O 3,4-dihydroxynaphthalene